N1C(C2(C3=CC=CC=C13)OCCC2)=O tetrahydrofuranspirooxindole